C(C)C(CN(CN1N=C(C=C1)C1=CC(=CC=C1)OC)CC(CCCC)CC)CCCC 2-ethyl-N-(2-ethylhexyl)-N-((3-(3-methoxyphenyl)-1H-pyrazol-1-yl)methyl)hexane-1-amine